4-bromo-2,3-difluoro-6-methyl-phenol BrC1=C(C(=C(C(=C1)C)O)F)F